(6-(3-(3-cyclopropylphenoxy)propyl)-1H-benzo[d]imidazol-2-yl)(piperazin-1-yl)methanone C1(CC1)C=1C=C(OCCCC=2C=CC3=C(NC(=N3)C(=O)N3CCNCC3)C2)C=CC1